C(CC=CCC#N)#N hex-3-enedinitrile